N-methyl-N-(2-cyano-3-chlorophenyl)-methacrylamide CN(C(C(=C)C)=O)C1=C(C(=CC=C1)Cl)C#N